OCC1=CC=C(C=C1)[C@]1(COCC1)NC(OC(C)(C)C)=O |r| (±)-tert-butyl N-[3-[4-(hydroxymethyl)phenyl]tetrahydrofuran-3-yl]carbamate